6-azido-6-deoxy-1,3-di-O-acetyl-N-acetyl-D-galactosamine N(=[N+]=[N-])C[C@@H]1[C@@H]([C@@H]([C@H](C(OC(C)=O)O1)NC(C)=O)OC(C)=O)O